1,2-divinyl-1H-pyrrole C(=C)N1C(=CC=C1)C=C